C1(CC1)C1=CC=C(C=C1)N1N=C2C(C(NCC3C2=C1CCN3C(=O)OC(C)(C)C)=O)=[N+]=[N-] tert-butyl 2-(4-cyclopropylphenyl)-9-diazo-8-oxo-2,3,4,5a,6,7,8,9-octahydro-5H-1,2,5,7-tetraazabenzo[cd]azulene-5-carboxylate